C(C)OC(=O)C1=NC(=C(N=C1N1CCC2(CC1)[C@@H](C1=CC=C(C=C1C2)S(=O)(=O)C)N)C)C2=C(C(=CC=C2)Cl)Cl (S)-3-(1-amino-5-(methylsulfonyl)-1,3-dihydrospiro[indene-2,4'-piperidin]-1'-yl)-6-(2,3-dichlorophenyl)-5-methylpyrazine-2-carboxylic acid ethyl ester